3-[3-(2-chloro-6-methyl-4-pyridinyl)-5-[(3-hydroxyoxetan-3-yl)methylamino]pyrazolo[1,5-a]pyrimidin-2-yl]benzonitrile ClC1=NC(=CC(=C1)C=1C(=NN2C1N=C(C=C2)NCC2(COC2)O)C=2C=C(C#N)C=CC2)C